N1=CNC2=C1C=CC(=C2)N benzo[d]imidazol-5-amine